3-{3-oxa-7-azabicyclo[3.3.1]nonan-7-yl}propan-2-ol C12COCC(CN(C1)CC(C)O)C2